C1(=CC=CC=C1)[S@](=O)CC(=O)OCC (R)-ethyl phenylsulfinylacetate